(3S,10R,13S)-17-(4-fluoro-1H-imidazol-1-yl)-10,13-dimethyl-2,3,4,7,8,9,10,11,12,13,14,15-dodecahydro-1H-cyclopenta[a]phenanthren-3-yl methanesulfonate CS(=O)(=O)O[C@H]1CC[C@@]2(C3CC[C@@]4(C(=CCC4C3CC=C2C1)N1C=NC(=C1)F)C)C